FC1=C(C2=C(CCO2)C=C1NC1=NC(=CC(=N1)NC)C)C=1CC[C@@H](NCC1)CF |o1:23| N2-[6-fluoro-7-[rel-(2R)-2-(fluoromethyl)-2,3,4,7-tetrahydro-1H-azepin-5-yl]-2,3-dihydrobenzofuran-5-yl]-N4,6-dimethyl-pyrimidine-2,4-diamine